carbon undecanal C(CCCCCCCCCC)=O.[C]